BrC1=NN(C2=CC(=CC=C12)[C@@H]1C[C@@]12C(N(C1=CC=C(C=C21)OC)C(=O)OC(C)(C)C)=O)C(=O)OC(C)(C)C Tert-butyl 3-bromo-6-((1R,2S)-1'-(tert-butoxycarbonyl)-5'-methoxy-2'-oxospiro[cyclopropane-1,3'-indolin]-2-yl)-1H-indazole-1-carboxylate